CN1N(CN(N(C1)C)C)C 1,2,4,5-tetramethyl-1,2,4,5-tetrazine